C(#N)N1C[C@H](CC1)C(=O)NC=1SC(=CN1)C=1C=CC=C2CC(NC12)=O (S)-1-cyano-N-(5-(2-oxoindolin-7-yl)thiazol-2-yl)pyrrolidine-3-carboxamide